(R)-N-(1-((2S,3S)-4-bromo-5-chloro-6-fluoro-3-methyl-2-phenyl-2,3-dihydrobenzofuran-2-yl)ethyl)-2-methylpropan-2-sulfinamide BrC1=C(C(=CC2=C1[C@@H]([C@](O2)(C2=CC=CC=C2)C(C)N[S@](=O)C(C)(C)C)C)F)Cl